4-{(biphenyl-4-yl)-phenylamino}-4''-{(9,9-dimethyl-9H-fluoren-2-yl)-phenylamino}-1,1':3',1''-terphenyl C1(=CC=C(C=C1)N(C1=CC=C(C=C1)C1=CC(=CC=C1)C1=CC=C(C=C1)N(C1=CC=CC=C1)C1=CC=2C(C3=CC=CC=C3C2C=C1)(C)C)C1=CC=CC=C1)C1=CC=CC=C1